C(C)(C)(C)P(C1=C(C(=CC=C1OC)OC)C1=C(C=C(C=C1C(C)C)C(C)C)C(C)C)C(C)(C)C di-tert-butyl-[3,6-dimethoxy-2',4',6'-tri(propan-2-yl)biphenyl-2-yl]phosphine